N-(3-methyl-4-((5-(thiazol-2-yl)-1H-pyrazol-3-yl)amino)phenyl)methanesulfonamide CC=1C=C(C=CC1NC1=NNC(=C1)C=1SC=CN1)NS(=O)(=O)C